1-[3-(1-hydroxyethyl)-6-[5-(1-methyl-2-oxo-pyrimidin-4-yl)benz-imidazol-1-yl]-2-pyridyl]-5-methyl-pyrazole-3-carbonitrile OC(C)C=1C(=NC(=CC1)N1C=NC2=C1C=CC(=C2)C2=NC(N(C=C2)C)=O)N2N=C(C=C2C)C#N